C1OCCC12OCCC(C2)C#N 2,6-dioxaspiro[4.5]decane-9-carbonitrile